cis-3-hexenyl acetate (Z)-hex-3-enyl-acetate C(C\C=C/CC)CC(=O)O.C(C)(=O)OCC\C=C/CC